N-isopropyl-N-methyl-3-oxo-7,9-diazabicyclo[3.3.1]Nonane-9-carboxamide C(C)(C)N(C(=O)N1C2CC(CC1CNC2)=O)C